ClC1=C(C=C(C=C1)F)[C@H]1C=2N(C(C(N1)=O)CN1CCNCC1)C(=NC2NC(=O)C2=NSC1=C2C=CC=C1)C(NC)=O N-((8S)-8-(2-chloro-5-fluorophenyl)-3-(methylcarbamoyl)-6-oxo-5-(piperazin-1-ylmethyl)-5,6,7,8-tetrahydroimidazo[1,5-a]pyrazin-1-yl)benzo[d]isothiazole-3-carboxamide